C(CCOCCOCCC(CC)N)N 4,7-dioxadodecane-1,10-diamine